N-tert-butyl-2-[ethyl[2-(4-methoxypyridin-2-yl)-5H,6H,7H-cyclopenta[d]pyrimidin-4-yl]amino]acetamide C(C)(C)(C)NC(CN(C=1C2=C(N=C(N1)C1=NC=CC(=C1)OC)CCC2)CC)=O